ClC=1C(=CC(=NC1)NC(=O)[C@@H]1C[C@@H](CC1)NC(OC(C)(C)C)=O)C1=C2N(N=C1)CC(C2)(C)C tert-butyl ((1R,3S)-3-((5-chloro-4-(5,5-dimethyl-5,6-dihydro-4H-pyrrolo[1,2-b]pyrazol-3-yl)pyridin-2-yl)carbamoyl)cyclopentyl)carbamate